(R)-N-(1-cyanopyrrolidin-3-yl)-5-(1-ethyl-1H-pyrazol-4-yl)-4-methylpyridineamide C(#N)N1C[C@@H](CC1)NC(=O)C1=NC=C(C(=C1)C)C=1C=NN(C1)CC